3-fluoro-4-[[4-methyl-5-[[5-(trifluoromethoxy)-2-pyridinyl]amino]-3-pyridinyl]methyl]pyridin-2-amine FC=1C(=NC=CC1CC=1C=NC=C(C1C)NC1=NC=C(C=C1)OC(F)(F)F)N